Diethyl p-toluenesulfonyloxy-methylphosphonate CC1=CC=C(C=C1)S(=O)(=O)OCP(OCC)(OCC)=O